FN1C(C2=CC=CC=C2C(=N1)CC1=CC(=NC=C1)N1C(C(C2=CC=CC=C12)(C)O)=O)=O (+)-Fluoro-4-((2-(3-Hydroxy-3-Methyl-2-Oxoindolin-1-Yl)Pyridin-4-Yl)Methyl)Phthalazin-1(2H)-One